CS(=O)(=O)OC1(CN(C1)C1=NC=C(C=C1C#N)C1=NN(C2=CC(=C(C=C12)O[C@H](C)C1=C(C=NC=C1Cl)Cl)OC)C1OCCCC1)C [1-[3-cyano-5-[5-[(1R)-1-(3,5-dichloro-4-pyridinyl) ethoxy]-6-methoxy-1-tetrahydropyran-2-yl-indazol-3-yl]-2-pyridinyl]-3-methyl-azetidin-3-yl] methanesulfonate